4-(perfluoroethyl)-2-(trifluoromethyl)imidazo[1,2-a][1,8]naphthyridine-8-carbohydrazide FC(C(F)(F)F)(C=1C=2C=CC=3N(C2N=C(C1)C(F)(F)F)C=C(N3)C(=O)NN)F